ClC1=C(C=CC=C1)CC(=O)NC1=CC(=C(C=C1)N1N=CC(=C1)OC(C)C)S(N)(=O)=O 2-(2-chlorophenyl)-N-[4-(4-isopropoxy-1H-pyrazol-1-yl)-3-sulfamoylphenyl]acetamide